[2-(6-chloroimidazo[4,5-c]pyridin-1-yl)ethyl]carbamate ClC1=CC2=C(C=N1)N=CN2CCNC([O-])=O